C(CCCC(C)C)C(=O)CCCCC(C)C Diisoheptyl ketone